methyl 1-(tetrahydro-2H-pyran-3-yl)-1H-pyrazolo[3,4-d]pyrimidine-6-carboxylate O1CC(CCC1)N1N=CC=2C1=NC(=NC2)C(=O)OC